N-[(2S,3R)-2-[(2,2'-difluoro[1,1'-biphenyl]-3-yl)methyl]-4,4-difluoro-1-(oxetane-2-carbonyl)pyrrolidin-3-yl]ethanesulfonamide FC1=C(C=CC=C1C[C@@H]1N(CC([C@@H]1NS(=O)(=O)CC)(F)F)C(=O)C1OCC1)C1=C(C=CC=C1)F